4,5-dibromo-2-cyclopropyl-1-methyl-imidazole Sodium hydride [H-].[Na+].BrC=1N=C(N(C1Br)C)C1CC1